CN(C(OC(C)(C)C)=O)CC1CCN(CC1)C1=CC=C(C=C1)[N+](=O)[O-] tert-butyl N-methyl-N-[[1-(4-nitrophenyl)-4-piperidyl]methyl]carbamate